N-methyl-N-(4'-methylbenzenesulfonyl)phenylacetylamine CN(S(=O)(=O)C1=CC=C(C=C1)C)C(CC1=CC=CC=C1)=O